CN1C=NC=2C(N(C=3N=C(C=CC3C21)C(F)(F)F)C=2C=NC=CC2)=O 1-Methyl-5-(pyridin-3-yl)-7-(trifluoromethyl)-1,5-dihydro-4H-imidazo[4,5-c][1,8]Naphthyridin-4-one